C(C=C)(=O)N1C[C@H](C[C@@H]1COC)N1N=C(C(=C1NC)C(=O)N)C#CC=1C(=CC2=C(N=C3N2CCC3)C1)Cl 1-((3S,5R)-1-acryloyl-5-(methoxymethyl)pyrrolidin-3-yl)-3-((7-chloro-2,3-dihydro-1H-benzo[d]pyrrolo[1,2-a]imidazol-6-yl)ethynyl)-5-(methylamino)-1H-pyrazole-4-carboxamide